CC1(CC=2N(N=CC2C2=C3C=NC(C3=C(C=C2)C2=NC3=C(N2)C=CC(=C3)N3CCN(CC3)C)=O)C1)C 4-(5,5-dimethyl-5,6-dihydro-4H-pyrrolo[1,2-b]pyrazol-3-yl)-7-(5-(4-methylpiperazin-1-yl)-1H-benzo[d]imidazol-2-yl)isoindol-1-one